6-(4-Fluoro-1-(1-(4-(6-methoxypyridin-3-yl)phenyl)ethyl)-1H-indol-7-carboxamido)spiro-[3.3]heptan FC1=C2C=CN(C2=C(C=C1)C(=O)NC1CC2(CCC2)C1)C(C)C1=CC=C(C=C1)C=1C=NC(=CC1)OC